trans-(N,N-diethylcarbamoyl)methoxycarbonyl-oxirane C(C)N(C(=O)COC(=O)C1OC1)CC